(2R,3R)-3-hydroxypyrrolidine-1,2-dicarboxylic acid 1-benzyl ester 2-methyl ester COC(=O)[C@@H]1N(CC[C@H]1O)C(=O)OCC1=CC=CC=C1